ClC=1C=C(C=2CC[C@H](C2C1)O)S(=O)(=O)NC1=C(C(=C(C=C1)F)C=1C=C2C=NC(=NC2=CC1)NC1=CC=NC=C1)F (1R)-6-chloro-N-{2,4-difluoro-3-[2-(pyridin-4-ylamino)quinazolin-6-yl]phenyl}-1-hydroxy-2,3-dihydro-1H-indene-4-sulfonamide